C(C)C=1C(=NC=C(C1)C1=CC=CC2=CC=3CCCCC3N=C12)N Ethyl-5-(5,6,7,8-tetrahydroacridin-4-yl)pyridin-2-amine